4-(aminomethyl)-1-BOC-piperidine NCC1CCN(CC1)C(=O)OC(C)(C)C